OC[C@H](C)O (S)-1,2-Dihydroxypropane